N12CCCCCC2=NCCC1 1,8-diazabicyclo-(5.4.0)-7-undecene